menthol-ethanol C1(CC(C(CC1)C(C)C)O)(C)CCO